C(C=C)(=O)N1C[C@@H](N(CC1)C=1C2=C(N(C(N1)=O)C1=C(C=CC=C1S(=O)(=O)C)C(C)C)N=C(C(=C2)F)C=2C=C(C#N)C=CC2Cl)C (S)-3-(4-(4-acryloyl-2-methylpiperazin-1-yl)-6-fluoro-1-(2-isopropyl-6-(methylsulfonyl)phenyl)-2-oxo-1,2-dihydropyridino[2,3-d]pyrimidin-7-yl)-4-chlorobenzonitrile